C(C)C1=CC(=NC2=C1N=C(N=C2)N[C@H]2CNC[C@@H](C2F)C)C2=CC(=C(C=C2)NS(=O)(=O)CC2=CC=CC=C2)F N-(4-(8-ethyl-2-(((3S,5S)-4-fluoro-5-methylpiperidin-3-yl)amino)pyrido[3,2-d]pyrimidin-6-yl)-2-fluoro-phenyl)-1-phenylmethanesulfonamide